(S)-4-methyl-3-(1-(pyrimidin-5-yl)pyrrolidin-3-yl)-N-(3-(trifluoromethyl)phenyl)benzamide CC1=C(C=C(C(=O)NC2=CC(=CC=C2)C(F)(F)F)C=C1)[C@H]1CN(CC1)C=1C=NC=NC1